2-amino-N-(8-((2,6-dimethylbenzyl)amino)-2,3-dimethylimidazo[1,2-a]pyridin-6-yl)acetamide hydrochloride Cl.NCC(=O)NC=1C=C(C=2N(C1)C(=C(N2)C)C)NCC2=C(C=CC=C2C)C